O=C1NC(CCC1N1C(C2=CC=CC(=C2C1=O)NC=1C=C2C=NN(C2=CC1C1=CC(=C(C=C1)OC)F)C)=O)=O 2,6-dioxopiperidin-3-yl-4-((6-(3-fluoro-4-methoxyphenyl)-1-methyl-1H-indazol-5-yl)amino)isoindoline-1,3-dione